tri-(4-bromophenyl)amine BrC1=CC=C(C=C1)N(C1=CC=C(C=C1)Br)C1=CC=C(C=C1)Br